5-(3-trifluoromethylbenzoyl)-3-(1-isobutyl-1,2,3,6-tetrahydropyridin-4-yl)-1H-indole FC(C=1C=C(C(=O)C=2C=C3C(=CNC3=CC2)C=2CCN(CC2)CC(C)C)C=CC1)(F)F